NCCNC1=CC=CC2=CC=CC=C12 (2'-aminoethyl)aminonaphthalene